FC(C(=O)O)(F)F.FC(C(=O)O)(F)F.FC(C(=O)O)(F)F.[B] boron tri(trifluoroacetic acid)